tert-butyl (3S)-3-[4-[4-(difluoromethoxy)-2,3-difluoro-anilino]pyrido[3,2-d]pyrimidin-6-yl]oxypyrrolidine-1-carboxylate FC(OC1=C(C(=C(NC=2C3=C(N=CN2)C=CC(=N3)O[C@@H]3CN(CC3)C(=O)OC(C)(C)C)C=C1)F)F)F